C(C)(C)(C)OOC1CC(CC(C1)C)(COOC(C)(C)C)C 1,1'-Bis(tert-Butylperoxy)-3,3,5-trimethylcyclohexan